tert-butyl (1S,3aR,6aS)-1-((3-chloro-2-fluorophenyl)(methyl)carbamoyl)hexahydrocyclopenta[c]pyrrole-2(1H)-carboxylate ClC=1C(=C(C=CC1)N(C(=O)[C@H]1N(C[C@H]2[C@@H]1CCC2)C(=O)OC(C)(C)C)C)F